O=C1NC(CCC1C1=CC(=C(C=C1)C1CCN(CC1)C(=O)OC(C)(C)C)S(=O)(=O)F)=O tert-butyl 4-[4-(2,6-dioxo-3-piperidyl)-2-fluorosulfonyl-phenyl]piperidine-1-carboxylate